(2E,2'E)-N,N'-(Diselandiylbis(ethan-2,1-diyl))bis(3-(3,4-difluorophenyl)-2-(hydroxyimino)propanamid) [Se]([Se]CCNC(/C(/CC1=CC(=C(C=C1)F)F)=N/O)=O)CCNC(/C(/CC1=CC(=C(C=C1)F)F)=N/O)=O